FC(C1C(N(C2=CC=CC=C2N1)C)=O)F 3-(difluoromethyl)-1-methyl-3,4-dihydroquinoxalin-2(1H)-one